NC1=NC=C(C2=C1C(=NN2C)C2=CC(=C(C=C2)NS(=O)(=O)C(F)F)O[C@@H](C)C2=CC=C(C=C2)F)C=2C=NN(C2)C2COC2 (S)-N-(4-(4-amino-1-methyl-7-(1-(oxetan-3-yl)-1H-pyrazol-4-yl)-1H-pyrazolo[4,3-c]pyridin-3-yl)-2-(1-(4-fluorophenyl)ethoxy)phenyl)-1,1-difluoromethanesulfonamide